N-[5-(4-Morpholinophenyl)thiazol-2-yl]-8-oxo-6,7-dihydro-5H-indolizine-5-carboxamide O1CCN(CC1)C1=CC=C(C=C1)C1=CN=C(S1)NC(=O)C1N2C=CC=C2C(CC1)=O